[Si](C)(C)(C(C)(C)C)OCC1=CC=C(C=N1)C(CO)(CO)C 2-(6-(((tert-butyldimethylsilyl)oxy)methyl)pyridin-3-yl)-2-methylpropane-1,3-diol